Tert-butyl-N-[dioxo-3-piperidyl]-1,3-dioxo-isoindolin C(C)(C)(C)C1=C2C(N(C(C2=CC=C1)=O)C1C(NCCC1=O)=O)=O